pyrazole-5(1H)-carboxylic acid tert-butyl ester C(C)(C)(C)OC(=O)C1=CC=NN1